(3-methoxyphenyl)-N-(2-(4-methylpiperazin-1-yl)ethyl)-5-(2-nitrophenyl)Azole-4-carboxamide COC=1C=C(C=CC1)C=1NC(=C(C1)C(=O)NCCN1CCN(CC1)C)C1=C(C=CC=C1)[N+](=O)[O-]